1-(4-chlorobenzhydryl)piperazine Dimethyl-(1-diazo-2-oxopropyl)-phosphonate COP(OC)(=O)C(C(C)=O)=[N+]=[N-].ClC1=CC=C(C(C2=CC=CC=C2)N2CCNCC2)C=C1